furfuryl-chroman C(C1=CC=CO1)C1OC2=CC=CC=C2CC1